C(#N)C[C@H]1CN(CCN1)C1=CC(=NC(=N1)OC[C@H]1N(CCC1)C(C)C)C(=O)NC1=CC(=CC2=CC=CC=C12)O 6-[(3S)-3-(cyanomethyl)piperazin-1-yl]-N-(3-hydroxy-1-naphthyl)-2-[[(2S)-1-isopropylpyrrolidin-2-yl]methoxy]pyrimidine-4-carboxamide